2-((((9H-fluoren-9-yl)methoxy)carbonyl)amino)-3-(1-(tert-butoxycarbonyl)-1H-indol-3-yl)butanoic acid C1=CC=CC=2C3=CC=CC=C3C(C12)COC(=O)NC(C(=O)O)C(C)C1=CN(C2=CC=CC=C12)C(=O)OC(C)(C)C